C(C1=CC=CC=C1)OC1=C2C(=C(N(C2=CC=C1)C1=CC(=C(C=C1)F)C)C1OCCC1)C=C (benzyloxy)-1-(4-fluoro-3-methylphenyl)-2-(tetrahydrofuran-2-yl)-3-vinyl-1H-indole